COC(CCCC(C(=O)NC=1C=NC(=C(C1)C(F)(F)F)C#N)(C)O)=O (6R)-6-((6-cyano-5-(trifluoromethyl)pyridin-3-yl)amino)-5-hydroxy-5-methyl-6-oxohexanoic acid methyl ester